C(C1=CC=CC=C1)O[C@H]1[C@H]([C@@H](O[C@]1(CO[Si](C(C)C)(C(C)C)C(C)C)COCC1=CC=CC=C1)N1C(NC(C(=C1)C)=O)=O)O 1-[(2R,3R,4S,5S)-4-benzyloxy-5-(benzyloxymethyl)-3-hydroxy-5-(triisopropylsiloxy-methyl)tetrahydrofuran-2-yl]-5-methyl-pyrimidine-2,4-dione